6-amino-2-(3,5-dichloro-4-((9-methyl-1-oxo-2,5,6,7,8,9-hexahydro-1H-cyclohepta[d]pyridazin-4-yl)oxy)phenyl)-1,2,4-triazine-3,5(2H,4H)-dione NC=1C(NC(N(N1)C1=CC(=C(C(=C1)Cl)OC=1C2=C(C(NN1)=O)C(CCCC2)C)Cl)=O)=O